C[C@]12CCC/C(=C\\C=C/3\\C[C@H](C[C@@H](C3=C)O)O)/[C@@H]1CC[C@@H]2[C@@]4(C[C@@H](CO4)CC(C)(C)O)C The molecule is a hydroxycalciol that is calcitriol which has undergone formal oxidative coupling at positions 20 and 23 to the hydroxy group and methyl group, respectively, of methanol to afford the corresponding oxolane ring (the 20S,23S stereoisomer). It is a superagonist of the vitamin D nuclear receptor in vitro, but is as calcemic in vivo as the natural ligand. It has a role as an agonist. It is a hydroxycalciol and a member of oxolanes. It derives from a calcitriol.